di-(trimethylsilyl)phenylalanine C[Si](C)(C)N([C@@H](CC1=CC=CC=C1)C(=O)O)[Si](C)(C)C